OC(C)(C=C)CCC=C(C)CCC=C(C)C anti-nerolidol